N-((2-(2,6-Dioxopiperidin-3-yl)-1-oxoisoindolin-5-yl)methyl)-2-oxo-2H-chromene-3-carboxamide O=C1NC(CCC1N1C(C2=CC=C(C=C2C1)CNC(=O)C=1C(OC2=CC=CC=C2C1)=O)=O)=O